C1(=C(C(=CC(=C1)C)C)[S@](=O)\N=C\C(=O)OCC)C ethyl (S,E)-2-((mesitylsulfinyl)imino)acetate